CN(CC(=O)OOC(=O)N1C=CC2=CC=C(C(=C12)OC)F)C 6-fluoro-7-methoxy-1H-indole-1-carboxylic acid ((dimethylglycyl) oxy) ester